diethyl (difluoro(2-(((3S,6S,10aS)-3-(methyl(phenyl)carbamoyl)-5-oxodecahydropyrrolo[1,2-a]azocin-6-yl)carbamoyl)-1H-indol-5-yl)methyl)phosphonate FC(C=1C=C2C=C(NC2=CC1)C(N[C@H]1CCCC[C@@H]2N(C1=O)[C@@H](CC2)C(N(C2=CC=CC=C2)C)=O)=O)(F)P(OCC)(OCC)=O